ClC1=C(C(=O)NC2=C3C=NN(C3=CC=C2)C2=CC(=C(C=C2)OC(F)(F)F)C)C=C(C=C1)CNC(=O)C1CCCC1 2-chloro-5-{[(cyclopentylcarbonyl)amino]methyl}-N-{1-[3-methyl-4-(trifluoromethoxy)phenyl]-1H-indazol-4-yl}benzamide